10,17-dioxo-2,13-dioxa-9,16-diazahenicosan-21-oic acid O=C(NCCCCCCOC)CCOCCNC(CCCC(=O)O)=O